NC1=C(C=C(C=C1)C1=CC(=CC=C1)C(F)(F)F)C(=O)O 4-amino-3'-(trifluoromethyl)-1,1'-biphenyl-3-carboxylic acid